C(C(=C)C)(=O)OC1=C(C(=O)C2=CC=CC=C2)C=CC=C1 methacryloxybenzophenon